(3-chloro-2-fluorophenyl)methanamine ClC=1C(=C(C=CC1)CN)F